2-[1-(3-chlorophenyl)pyrazol-4-yl]-N-[5-(3,3-difluorocyclobutyl)-1H-pyrazol-3-yl]propanamide ClC=1C=C(C=CC1)N1N=CC(=C1)C(C(=O)NC1=NNC(=C1)C1CC(C1)(F)F)C